FC1=CC=C(C=C1)[C@@H]([C@H](C)O)C(C)C (2S,3S)-3-(4-fluorophenyl)-4-methylpentan-2-ol